CC1(OB(OC1(C)C)C=1C=C2CCN(CC2=CC1)C(=O)OC(C)(C)C)C tert-butyl 6-(4,4,5,5-tetramethyl-1,3,2-dioxaborolan-2-yl)-1,2,3,4-tetrahydro-2-isoquinolinecarboxylate